O=C1NC(CCC1N1C(C2=CC=C(C=C2C1=O)N1CC2CCC(C1)N2C(=O)OC(C)(C)C)=O)=O tert-butyl 3-[2-(2,6-dioxopiperidin-3-yl)-1,3-dioxoisoindol-5-yl]-3,8-diazabicyclo[3.2.1]octane-8-carboxylate